tert-Butyl 4-ethynyl-4-fluoropiperidine-1-carboxylate C(#C)C1(CCN(CC1)C(=O)OC(C)(C)C)F